S1C(=NC2=C1C=CC=C2)NC2=C(C1=C(N=N2)N(CCC1)C=1SC(=C(N1)C(=O)O)CCCOC1=C(C=C(C=C1)C#CCN(C)C)Br)C 2-{3-[(1,3-benzothiazol-2-yl)amino]-4-methyl-5H,6H,7H,8H-pyrido[2,3-c]pyridazin-8-yl}-5-(3-{2-bromo-4-[3-(dimethylamino)prop-1-yn-1-yl]phenoxy}propyl)-1,3-thiazole-4-carboxylic acid